5-(5-bromo-1-tosyl-1H-pyrrolo[2,3-b]pyridin-3-yl)-7-fluorobenzo[d]oxazole BrC=1C=C2C(=NC1)N(C=C2C=2C=C(C1=C(N=CO1)C2)F)S(=O)(=O)C2=CC=C(C)C=C2